4-[(4-chloro-2-hydroxy-benzoyl)amino]butanoic acid ClC1=CC(=C(C(=O)NCCCC(=O)O)C=C1)O